2-[amino[1-(oxetane-3-carbonyl)piperidin-4-yl]methyl]-4,5-dichlorophenol NC(C1=C(C=C(C(=C1)Cl)Cl)O)C1CCN(CC1)C(=O)C1COC1